S1C=NC2=C1C=CC(=C2)C2=NC(=NC=C2)NC2=CC=C(C=C2)N2CCOCC2 4-(benzo[d]thiazol-5-yl)-N-(4-morpholinophenyl)pyrimidin-2-amine